cyclododecatrienen C1=CC=CC=CC=CCCCC1